C(C)(C)(C)OC(=O)N1C[C@]2(C[C@@H]1C)CC=1C(=CN=C(C1)N(C)C)O2 (2R,5'S)-5-(dimethylamino)-5'-methyl-3H-spiro[furo[2,3-c]pyridine-2,3'-pyrrolidine]-1'-carboxylic acid tert-butyl ester